3-(1,4-Diazepan-1-yl)piperidine-2,6-dione TFA salt OC(=O)C(F)(F)F.N1(CCNCCC1)C1C(NC(CC1)=O)=O